3-(4-bromophenyl)-2-(methylthio)-1-tosyl-1H-indole BrC1=CC=C(C=C1)C1=C(N(C2=CC=CC=C12)S(=O)(=O)C1=CC=C(C)C=C1)SC